C1(=O)ONC2=NC=CC=C12 DIAZAPHTHALIDE